OC1CNCC(C1)NC(OC(C)(C)C)=O tert-butyl (3-hydroxypiperidin-5-yl)carbamate